2-(4-((1-benzoyl-3-oxoindolin-2-ylidene)methyl)-2-methoxyphenoxy)acetamide C(C1=CC=CC=C1)(=O)N1C(C(C2=CC=CC=C12)=O)=CC1=CC(=C(OCC(=O)N)C=C1)OC